C1(=CC=CC=C1)C=1C(=C(C=CC1NC1=CC2=CC=CC=C2C=C1)C1=CC=C(C=C1)NC1=CC2=CC=CC=C2C=C1)C1=CC=CC=C1 diphenyl-N,N'-di(2-naphthyl)-1,1'-biphenyl-4,4'-diamine